exo-2-oxo-bicyclo[4.1.0]heptane-7-carboxylic acid O=C1C2C(C2CCC1)C(=O)O